NC1=CC=C(C=C1)C1(COC1)O 3-(4-aminophenyl)oxetan-3-ol